C1(CC1)C=1N=CC=NC1C 5-cyclopropyl-6-methyl-pyrazine